2,2-dimethyl-3-decyne CC(C)(C#CCCCCCC)C